Cl.ClC=1C=C(C=NC1N1CCNCC1)NC(C)=O N-(5-chloro-6-piperazin-1-yl-3-pyridinyl)acetamide hydrochloride